C(C1=CC=CC=C1)OC(=O)N[C@](C(=O)OC(C)C)(CC(C)(C)C)C=1C=C2C=CC(=NC2=CC1)C1CC1 isopropyl (R)-2-(((benzyloxy) carbonyl) amino)-2-(2-cyclopropylquinolin-6-yl)-4,4-dimethylvalerate